C(CCC)OC(C1=CC=C(C(=O)OCCCC)C=C1)=O Terephthalic acid di(n-butyl) ester